N1=CC=CC=2C(NC=CC12)=O 1,6-naphthyridin-5(6H)-one